OCC1(CCC1)NC(=O)C1=C(OC2=C1C=C(C=C2)OCC=2C(=NC=CC2)OC)C N-(1-(hydroxymethyl)cyclobutyl)-5-((2-methoxypyridin-3-yl)methoxy)-2-methylbenzofuran-3-carboxamide